diisopropoxyaluminium monomethacrylate C(C(=C)C)(=O)[O-].C(C)(C)O[Al+]OC(C)C